COC(CC1CC(C(C2=CC=C(C=C12)Br)=O)(F)F)=O (7-bromo-3,3-difluoro-4-oxo-1,2,3,4-tetrahydronaphthalen-1-yl)acetic acid methyl ester